C(C1=CC=CC=C1)OC=1C(=NC=NC1OCC1=CC=CC=C1)CN1C(N(C(C1)C1=CC=C(C=C1)C#CC1=CC=C(C=C1)C(=O)N1CC(C1)OC)C(C)C)=O 1-((5,6-bis(benzyloxy)pyrimidin-4-yl)methyl)-3-isopropyl-4-(4-((4-(3-methoxyazetidine-1-carbonyl)phenyl)ethynyl)phenyl)imidazolidin-2-one